FC1=C(CC2=C(NCCN3CCOCC3)C=CC(=C2)C)C(=CC=C1)F 2-(2,6-difluorobenzyl)-4-methyl-N-(2-morpholinoethyl)aniline